N1(CCC1)C=1C=CC=2C3(C4=CC=C(C=C4OC2C1)N1CCC1)OC(C1=CC=C(C=C13)NC(OC(C)(C)C)=O)=O tert-butyl (3',6'-di(azetidin-1-yl)-3-oxo-3H-spiro[isobenzofuran-1,9'-xanthen]-6-yl)carbamate